C(C)(C)(C)OC(=O)N1C(CC1)COC1=CC=C(C=C1)C(NC=1C=C2C(N(CC2=CC1)C1C(NC(CC1)=O)=O)=O)=O ((4-((2-(2,6-dioxopiperidin-3-yl)-3-oxoisoindolin-5-yl)carbamoyl)phenoxy)methyl)azetidine-1-carboxylic acid tert-butyl ester